COC=1C=CC(=C(C1)S)[N+](=O)[O-] 5-methoxy-2-nitrobenzenethiol